7-[(2R,3R,4S,5R)-3,4-dihydroxy-5-(hydroxymethyl)tetrahydrofuran-2-yl]-5-fluoro-3-methyl-pyrrolo[2,3-d]Pyrimidin-4-one O[C@H]1[C@@H](O[C@@H]([C@H]1O)CO)N1C=C(C2=C1N=CN(C2=O)C)F